ClC1=C(C=C(C=C1)C=1C=NN(C1)CC1=CC(=NN1C)C)C(F)F 5-[[4-[4-Chloro-3-(difluoromethyl)phenyl]pyrazol-1-yl]methyl]-1,3-dimethyl-pyrazole